FC1=C(C(=CC(=C1)C1=NC=CC(=N1)OCCCOC)F)N1CCCCC1 1-{2,6-difluoro-4-[4-(3-methoxy-propoxy)-pyrimidin-2-yl]-phenyl}-piperidine